SCC[Si](OCCCC)(OCCCC)OCCCC β-mercaptoethyltributoxysilane